N[C@@H](CC(C)C)C(=O)[C@](O)(C[N+](C)(C)C)CC([O-])=O L-leucyl-L-carnitine